CC(C(=O)O)=C 2-methylprop-2-enoic acid